CC1=CC=C(S1)C(=O)N1CN(N=C1)C1=CC=CC=C1 4-(5-methylthiophene-2-carbonyl)-2-phenyl-2,4-dihydro-3H-1,2,4-triazole